(6S,16R)-6-methoxy-16-methyloxacyclohexadecane-2,5-dione CO[C@@H]1C(CCC(O[C@@H](CCCCCCCCC1)C)=O)=O